3-(Octadecyloxy)-5-(undecyloxy)benzyl 4-(4-(2-hydroxyethyl)piperazin-1-yl)butanoate OCCN1CCN(CC1)CCCC(=O)OCC1=CC(=CC(=C1)OCCCCCCCCCCC)OCCCCCCCCCCCCCCCCCC